C(#N)C1=CC=C(C=C1)C1=CC=C(C=C1)SC=1N=NNC1C(=O)O 4-((4'-cyano-[1,1'-biphenyl]-4-yl)thio)-1H-1,2,3-triazole-5-carboxylic acid